2-(2-Chloro-5-isopropyl-8-oxothieno[2',3':4,5]pyrrolo[1,2-d][1,2,4]triazin-7(8H)-yl)-N-((R)-1-((R)-2-hydroxypropyl)piperidin-3-yl)acetamid ClC1=CC2=C(C=C3N2C(=NN(C3=O)CC(=O)N[C@H]3CN(CCC3)C[C@@H](C)O)C(C)C)S1